N1N=CC2=CC=C(C=C12)C(=O)N1CCC2(CC1)OC(C1=CC(=CC=C1C2)C(C)C)=O (1H-indazole-6-carbonyl)-7-isopropylspiro-[isochroman-3,4'-piperidine]-1-one